5-[(2R)-2-{[(3,3-difluoropropyl)amino]methyl}-4-fluoro-6-hydroxy-2,3-dihydro-1H-indol-5-yl]-1λ6,2,5-thiadiazolidine-1,3-dione FC(CCNC[C@@H]1NC2=CC(=C(C(=C2C1)F)N1CC(N[SH2]1=O)=O)O)F